N-vinyl-N-methyl-propionamide C(=C)N(C(CC)=O)C